C1(CC1)C=1C=NC2=CC=C(C=C2N1)C(C)O 1-(3-cyclopropylquinoxalin-6-yl)ethan-1-ol